N-(2-amino-6-methylphenyl)-2-cyanoacetamide NC1=C(C(=CC=C1)C)NC(CC#N)=O